O=C1NC2(CC(C2)C(=O)O)CO1 cis-6-oxo-7-oxa-5-azaspiro[3.4]octane-2-carboxylic acid